N[C@H]1CC=CC[C@@H]1C1=C(C=2N=C(N=C(C2N1C(F)F)NCC1=CC=CC=C1)Cl)I 6-((1s,6s)-6-aminocyclohex-3-en-1-yl)-N-benzyl-2-chloro-5-(difluoromethyl)-7-iodo-5H-pyrrolo[3,2-d]pyrimidin-4-amine